NCC(CN1N=CN(C1=O)C1=CC(=NC=C1)C=1C=C2CCC(N(C2=CC1)C)=O)=C(F)F 6-[4-[1-[2-(aminomethyl)-3,3-difluoro-allyl]-5-oxo-1,2,4-triazol-4-yl]-2-pyridinyl]-1-methyl-3,4-dihydroquinolin-2-one